[6-(3-cyclopropyl-1H-1,2,4-triazol-5-yl)-2-azaspiro[3.3]heptan-2-yl]-[6-[[1-(2,2,2-trifluoroethyl)-3-(trifluoromethyl)pyrazol-4-yl]methyl]-2-azaspiro[3.3]heptan-2-yl]methanone C1(CC1)C1=NNC(=N1)C1CC2(CN(C2)C(=O)N2CC3(C2)CC(C3)CC=3C(=NN(C3)CC(F)(F)F)C(F)(F)F)C1